(4-(4-((5-cyclopropyl-1H-pyrazole-3-yl)amino)quinazolin-2-yl)-3,6-dihydropyridin-1(2H)-yl)(phenyl)methanone C1(CC1)C1=CC(=NN1)NC1=NC(=NC2=CC=CC=C12)C=1CCN(CC1)C(=O)C1=CC=CC=C1